5-((7-morpholinobenzo[c][1,2,5]oxadiazol-4-yl)amino)-1,3,4-thiadiazole-2-thiol O1CCN(CC1)C1=CC=C(C=2C1=NON2)NC2=NN=C(S2)S